N-(3-bromo-2-chloro-phenyl)-4-(trimethylsilylmethylamino)-4,5,6,7-tetrahydropyrazolo[1,5-a]pyridine-2-carboxamide BrC=1C(=C(C=CC1)NC(=O)C1=NN2C(C(CCC2)NC[Si](C)(C)C)=C1)Cl